CC1(C(CC=C1C)CCC=CO)C 4-(2,2,3-trimethyl-3-cyclopentene-1-yl)butenol